ClC1=CC=C2C(=NC=3N(C2=C1)C=NN3)N(C)C3=C(C=CC(=C3)C(=O)O)C3=CC=CC=C3 ((8-chloro-[1,2,4]triazolo[4,3-a]quinazolin-5-yl)(methyl)amino)[1,1'-biphenyl]-4-carboxylic acid